methyl (R)-2-(2,3-difluoro-5-(4,4,5,5-tetramethyl-1,3,2-dioxaborolan-2-yl)phenoxy)propanoate FC1=C(O[C@@H](C(=O)OC)C)C=C(C=C1F)B1OC(C(O1)(C)C)(C)C